(E)-2,2-difluoro-4-iodo-1-phenyl-4-(4-(trifluoromethyl)phenyl)but-3-en-1-one FC(C(=O)C1=CC=CC=C1)(\C=C(/C1=CC=C(C=C1)C(F)(F)F)\I)F